C(C1=CC=CC=C1)SC1=NC=2CC(N(CC2C=C1)C(=O)OC(C)(C)C)CC(C)C tert-butyl 2-(benzylsulfanyl)-7-(2-methylpropyl)-5,6,7,8-tetrahydro-1,6-naphthyridine-6-carboxylate